tert-butyl N-[[4-(imidazo[1,2-a]pyridin-6-yloxymethyl)-2-oxabicyclo[2.1.1]hexan-1-yl]methyl]carbamate N=1C=CN2C1C=CC(=C2)OCC21COC(C2)(C1)CNC(OC(C)(C)C)=O